ClC1=CC=C(C=C1)C1N(C(CC2=CC(=C(C=C12)OC(C)C)OC)=O)C1=CC=C(C=C1)N(CC1CCC(CC1)NC)C 1-(4-chlorophenyl)-7-isopropoxy-6-methoxy-2-[4-[methyl-[[4-(methylamino)cyclohexyl]methyl]amino]phenyl]-1,4-dihydroisoquinolin-3-one